2-((1s,2s)-1-(2-chloro-5-fluorophenyl)-1-(3-methyl-1H-pyrazol-1-yl)propan-2-yl)-5-hydroxy-N-(isoxazol-4-yl)-1-methyl-6-oxo-1,6-dihydropyrimidine-4-carboxamide ClC1=C(C=C(C=C1)F)[C@H]([C@H](C)C=1N(C(C(=C(N1)C(=O)NC=1C=NOC1)O)=O)C)N1N=C(C=C1)C